[V].[Ti] TITANIUM VANADIUM